4-chloro-8-cyclopropyl-6-methyl-1,7-naphthyridine-3-carbonyl chloride ClC1=C(C=NC2=C(N=C(C=C12)C)C1CC1)C(=O)Cl